N-ethyl-N-methyl-N,N-bis(2-hydroxyethyl)ammonium C(C)[N+](CCO)(CCO)C